1-(4-amino-3-fluorophenyl)pyridin-2(1H)-one NC1=C(C=C(C=C1)N1C(C=CC=C1)=O)F